C(C)(C)(C)OC(=O)N1C[C@@H](N(C[C@H]1C)C=1C=2N(NC(C1)=O)C=C(N2)C(=O)O)C 8-((2S,5R)-4-(tert-butoxycarbonyl)-2,5-dimethylpiperazin-1-yl)-6-oxo-5,6-dihydroimidazo[1,2-b]pyridazine-2-carboxylic acid